(diaminomethylideneamino)-1-oxo-1-(2-phenylethylamino)pentan NC(N)=NC(C(NCCC1=CC=CC=C1)=O)CCC